5-((2-hydroxyethyl)sulfonyl)-6-(trifluoromethyl)nicotinamide OCCS(=O)(=O)C=1C(=NC=C(C(=O)N)C1)C(F)(F)F